(R)-2-(4-(benzo[d]thiazol-7-yl)phenyl)-2-(3-(2-ethynyl-thiazol-4-yl)ureido)-acetamide S1C=NC2=C1C(=CC=C2)C2=CC=C(C=C2)[C@H](C(=O)N)NC(=O)NC=2N=C(SC2)C#C